isotridecanoic acid anhydride C(CCCCCCCCCC(C)C)(=O)OC(CCCCCCCCCC(C)C)=O